2-chloromethyl-2-methyl-1-(1H-1,2,4-triazol-1-ylmethyl)cyclopentanol ClCC1(C(CCC1)(O)CN1N=CN=C1)C